4-((2-(butylsulfanyl)phenyl)(hydroxy)(phenyl)methyl)phenol C(CCC)SC1=C(C=CC=C1)C(C1=CC=C(C=C1)O)(C1=CC=CC=C1)O